C(C1=CC=CC=C1)(=O)O[C@@H]1C(C(CC(C1)(O)CO[Si](C1=CC=CC=C1)(C1=CC=CC=C1)C(C)(C)C)O)O (S)-5-(((tert-butyldiphenylsilyl)oxy)methyl)-2,3,5-trihydroxycyclohexyl benzoate